FC1=CC=C(C=C1)C=1C(=NC2=CC(=CC(=C2C1)C(C)NC1=C(C(=O)O)C=CC=C1)C)COC 2-((1-(3-(4-fluorophenyl)-2-(methoxymethyl)-7-methylquinolin-5-yl)ethyl)amino)benzoic acid